(S)-7-(3-(4,4,5,5-Tetramethyl-1,3,2-dioxaborolan-2-yl)phenyl)-7H-pyrrolo[1,2-a]imidazol-7-ol CC1(OB(OC1(C)C)C=1C=C(C=CC1)[C@]1(C=CN2C1=NC=C2)O)C